C(C)C=1C=2N(C=C(C1)C=1N=C3N(C(C1)=O)C=C(C=C3)N3CCN(CCC3)C)C=C(N2)C 2-(8-ethyl-2-methylimidazo[1,2-a]pyridin-6-yl)-7-(4-methyl-1,4-diazepan-1-yl)-4H-pyrido[1,2-a]pyrimidin-4-one